C1(CC1)N1N=C(C(=C1)N)C 1-CYCLOPROPYL-3-METHYL-1H-PYRAZOL-4-AMINE